N1(C=NC2=C1C=CC=C2)CCCN2C=NC1=C2C=CC=C1 1,3-bis(benzimidazol-1-yl)propane